N-(2-ethyl-2-methyl-6-morpholino-3H-benzofuran-5-yl)pyrazolo[1,5-a]pyrimidine-3-carboxamide C(C)C1(OC2=C(C1)C=C(C(=C2)N2CCOCC2)NC(=O)C=2C=NN1C2N=CC=C1)C